CCCC/C=C/CCCCCCCCCCCCCCC/C=C/CCC(=O)O 21-hexacosadienoic acid